FC1=C(C=CC(=C1)[C@H]1NCCC1)C=1N=C2N(C3=C(N2C)C=C(C=C3)C(=O)NCCCN3CCC(CC3)F)C1 (S)-2-(2-fluoro-4-(pyrrolidin-2-yl)phenyl)-N-(3-(4-fluoropiperidin-1-yl)propyl)-9-methyl-9H-benzo[d]imidazo[1,2-a]imidazole-7-carboxamide